2-{[(αR)-6-[4-(2-hydroxy-2-methylpropyl)-2,5-dioxoimidazolidin-1-yl]spiro[3.3]heptan-2-yl]oxy}pyridine-3-carboxamide OC(CC1NC(N(C1=O)C1CC2(CC(C2)OC2=NC=CC=C2C(=O)N)C1)=O)(C)C